(S)-7-(4-(2-(((R)-1,4-dioxan-2-yl)methoxy)-5-fluorophenyl)piperidin-1-yl)-2-(1,3,4-thiadiazol-2-yl)-5-oxa-2-azaspiro[3.4]octane O1[C@H](COCC1)COC1=C(C=C(C=C1)F)C1CCN(CC1)[C@@H]1COC2(CN(C2)C=2SC=NN2)C1